ClC1([C@H]([C@@H]1C1=CC(=CC(=C1)Cl)Cl)C(=O)NC1=C(C(=CC=C1)NC(C(C)OCC)=O)F)Cl (1R,3R)-2,2-dichloro-3-(3,5-dichlorophenyl)-N-(3-(2-ethoxypropionamido)-2-fluorophenyl)cyclopropane-1-carboxamide